C(C)OCC=1NC(=C(N1)C#N)I 2-(ethoxymethyl)-5-iodo-1H-imidazole-4-carbonitrile